C(C)(=O)O.CC=CC(=O)O 3-methylacrylic acid acetate